CC1CCC(CC1)P(O)(=O)C1CCC(CC1)C di(4-methylcyclohexyl)phosphinic acid